COC(=O)[C@H]1N(C(CCC1)OC)C(=O)OC(C)(C)C (2S)-6-methoxypiperidine-1,2-dicarboxylic acid 1-(tert-butyl) 2-methyl ester